C(C)OC(C(CC1=CC(=NN1C(C)C)C(F)(F)F)C)=O 3-(1-isopropyl-3-(trifluoromethyl)-1H-pyrazol-5-yl)-2-methylpropanoic acid ethyl ester